2'-amino-2-chloro-N-(5-chloro-6-(2H-1,2,3-triazol-2-yl)pyridin-3-yl)-4',5-difluoro-[1,1'-biphenyl]-4-carboxamide NC1=C(C=CC(=C1)F)C1=C(C=C(C(=C1)F)C(=O)NC=1C=NC(=C(C1)Cl)N1N=CC=N1)Cl